NC1=NC=C(C(=N1)C1=CC=C(C=C1)NC1=NC(=NC=C1)NCC1=CC(=CC=C1)Cl)C N4-(4-(2-amino-5-methylpyrimidin-4-yl)phenyl)-N2-(3-chlorobenzyl)pyrimidine-2,4-diamine